ClC=1C=C2C(=NN1)N(C[C@@H]1N2C[C@H](C1)O)C(=O)OC(C)(C)C tert-butyl (6aR,8S)-2-chloro-8-hydroxy-6a,7,8,9-tetrahydropyrrolo-[1',2':4,5]pyrazino[2,3-c]pyridazine-5(6H)-carboxylate